COC1=CC=C(C2=C1NC(=N2)N)C2=CC=CC=C2 7-Methoxy-4-phenyl-1H-benzoimidazol-2-ylamine